C(C)(C)(C)OC(N(CCOCCOCCOCCOCCOCCOCCO)C(=O)OC(C)(C)C)=O tert-butyl-N-tert-butoxycarbonyl-N-[2-[2-[2-[2-[2-[2-(2-hydroxyethoxy)ethoxy]ethoxy]ethoxy]ethoxy]ethoxy]ethyl]carbamate